C(C)[S@@](=O)(=N)C=1C=C(C=NC1C1=NC2=C(C=NC(=C2)C(F)(F)F)N1C)C(C#N)(C)C (S)-2-[5-(ethylsulfonimidoyl)-6-[3-methyl-6-(trifluoromethyl)imidazo[4,5-c]pyridin-2-yl]-3-pyridyl]-2-methyl-propanenitrile